C(C)(C)(C)C1=C2C(C(N(C2=C(C=C1)N(N)CC1CC1)C(=O)O)=O)(C)C.CC1=CC=C(C=C([C@H]([C@H]([C@@H]([C@H](C(O)=CC2=CC=C(C=C2)C)O)O)O)O)O)C=C1 di-(p-methylbenzylidene)sorbitol tert-butyl-7-(1-(cyclopropylmethyl)hydrazineyl)-3,3-dimethyl-2-oxoindoline-1-carboxylate